ClC1=CC=C(C=C1)CCC(=O)NC1=C(C(=NN1)C1=CC=NC=C1)CO 3-(4-Chlorophenyl)-N-(4-(hydroxymethyl)-3-(pyridin-4-yl)-1H-pyrazol-5-yl)propanamide